4-ACETYL-5-FORMYL-3-METHYL-PYRROLE-2-CARBOXYLIC ACID C(C)(=O)C=1C(=C(NC1C=O)C(=O)O)C